(E)-1-(3-bromobenzylideneamino)-2-methyl-propan-1-ol BrC=1C=C(\C=N\C(C(C)C)O)C=CC1